C(=O)C1C(O1)(C)C=1C=C(C=CC1)[C@H]1[C@@H](C1)C(=O)OCC rac-ethyl (1R,2R)-2-(3-(3-formyl-2-methyloxiran-2-yl)phenyl)cyclopropane-1-carboxylate